FC1C(C1)(C)NS(=O)(=O)C=1C=CC=2N(C1)C=NC2 N-(2-fluoro-1-methylcyclopropyl)imidazo[1,5-a]pyridine-6-sulfonamide